3-hydroxyphenyl-4-phenyl-5-mercapto-1,2,4-triazole OC=1C=C(C=CC1)C1=NN=C(N1C1=CC=CC=C1)S